ClC[C@@H](CCN1N=NC2C1C=CC(=C2C)C(CC(=O)OCC)C2=CC(=C(C=C2)C)CN2S(OC1=C(C2)C=C(C=C1)O)(=O)=O)C ethyl 3-{1-[(3R)-4-chloro-3-methylbutyl]-4-methyl-3a,7a-dihydro-1H-benzotriazol-5-yl}-3-{3-[(6-hydroxy-2,2-dioxo-2H-1,2λ6,3-benzoxathiazin-3(4H)-yl)methyl]-4-methylphenyl}propanoate